3-amino-N-[(3R)-7-{3,8-diazabicyclo[3.2.1]octan-3-yl}-5,8-difluoro-3,4-dihydro-2H-1-benzopyran-3-yl]-6-methylfuro[2,3-b]pyridine-2-carboxamide NC1=C(OC2=NC(=CC=C21)C)C(=O)N[C@H]2COC1=C(C2)C(=CC(=C1F)N1CC2CCC(C1)N2)F